O=S1(CCC2=C1C(=CC=C2)N(C(=O)C=2C=NC=CC2)CC=2C=NC(=C(C2)[N+](=O)[O-])C=C)=O N-(1,1-dioxo-2,3-dihydro-1λ6-benzothiophen-7-yl)-N-[(6-ethenyl-5-nitropyridin-3-yl)methyl]pyridine-3-carboxamide